CON=CC(=O)N 2-methoxyimino-acetamide